(Z)-3-fluoro-4-(pyridin-4-ylsulfonyl)but-2-en-1-amine F\C(=C/CN)\CS(=O)(=O)C1=CC=NC=C1